The molecule is an organic heterotetracyclic compound whose skeleton is composed of 3,5-diformyl-isopentyl substituted phloroglucinol fused with a cadinane ring system. Isolated from Eucalyptus globulus, it exhibits antineoplastic activity. It has a role as a metabolite and an antineoplastic agent. It is an organic heterotetracyclic compound, a tertiary alcohol, a cyclic ether, a member of benzaldehydes and a member of resorcinols. CC(C)C[C@@H]1C2=C(C(=C(C(=C2O[C@@H]3[C@@]1(CC[C@@]4([C@H]3[C@@H](CCC4=C)C(C)(C)O)O)C)C=O)O)C=O)O